(E)-2-hydroxy-2-phenyl-acetamide OC(C(=O)N)C1=CC=CC=C1